4-tert-butylphenyl-diphenyl-phosphorus oxide C(C)(C)(C)C1=CC=C(C=C1)P(C1=CC=CC=C1)(C1=CC=CC=C1)=O